[Mn].[Cu] copper-manganese